(2S)-N-[(1S)-1-(2,4-Difluorophenyl)ethyl]-2-(2,4-dioxo-1H-quinazolin-3-yl)propenamide FC1=C(C=CC(=C1)F)[C@H](C)NC(C(=C)N1C(NC2=CC=CC=C2C1=O)=O)=O